(1-(2,5-dimethoxy-4-(pent-4-en-1-yl)phenyl)propan-2-yl)carbamic acid COC1=C(C=C(C(=C1)CCCC=C)OC)CC(C)NC(O)=O